N-(5-(imidazo[1,2-b]pyridazin-6-yl)-4-((4-methyl-6-(methylsulfonyl)pyridin-2-yl)amino)pyridin-2-yl)acetamide N=1C=CN2N=C(C=CC21)C=2C(=CC(=NC2)NC(C)=O)NC2=NC(=CC(=C2)C)S(=O)(=O)C